1-(4-{1-(1-ethyl-propyl)-7-[1-(2-methyl-benzofuran-5-yl)-ethylamino]-1H-pyrazolo[4,3-d]pyrimidin-5-yl}-piperazin-1-yl)-ethanone C(C)C(CC)N1N=CC=2N=C(N=C(C21)NC(C)C=2C=CC1=C(C=C(O1)C)C2)N2CCN(CC2)C(C)=O